2-(3-((4-(5-(2-(2,6-dimethylpyridin-4-yl)-3-methyl-1H-indol-6-yl)pyridin-2-yl)piperazin-1-yl)sulfonyl)pyrrolidin-1-yl)ethan-1-ol CC1=NC(=CC(=C1)C=1NC2=CC(=CC=C2C1C)C=1C=CC(=NC1)N1CCN(CC1)S(=O)(=O)C1CN(CC1)CCO)C